ClC1=C(OCC2=NC=C(C=C2)C2=NN=NN2)C=CC(=C1)F 2-((2-chloro-4-fluorophenoxy)methyl)-5-(1H-tetrazol-5-yl)pyridine